C(C)(=O)C1=NN(C2=CC=C(C=C12)C=1C=NC(=NC1)C)CC(=O)N1[C@@H]2C[C@@H]2C[C@H]1C(=O)NCC(=C(C)C1CC1)F (1R,3S,5R)-2-(2-(3-acetyl-5-(2-methylpyrimidin-5-yl)-1H-indazol-1-yl)acetyl)-N-(3-cyclopropyl-2-fluorobut-2-en-1-yl)-2-azabicyclo[3.1.0]Hexane-3-carboxamide